NC1=CC=C(C(=C1C(C(=O)N)N(CC1=CC=C(C=C1)OC)C=1C=2N(N=C(C1)C=1C=NC(=NC1)N)C(=CN2)C#CC)F)F (6-amino-2,3-difluorophenyl)-2-((6-(2-aminopyrimidin-5-yl)-3-(prop-1-yn-1-yl)imidazo[1,2-b]pyridazin-8-yl)(4-methoxybenzyl)amino)acetamide